4-butyl-1-(3-fluorophenyl)-3-(4-fluorophenyl)-N-(5-hydroxy-5-methylhexyl)-5-methyl-4,5-dihydro-1H-pyrazole-5-carboxamide C(CCC)C1C(=NN(C1(C(=O)NCCCCC(C)(C)O)C)C1=CC(=CC=C1)F)C1=CC=C(C=C1)F